(4-(3-methoxyoxetan-3-yl)phenyl)(4-(4-((trifluoromethyl)thio)phenoxy)piperidin-1-yl)methanone COC1(COC1)C1=CC=C(C=C1)C(=O)N1CCC(CC1)OC1=CC=C(C=C1)SC(F)(F)F